3-Allyloxy-2-hydroxy-1-propanesulfonic acid sodium salt [Na+].C(C=C)OCC(CS(=O)(=O)[O-])O